ClC1=C(C(=CC=C1C=O)Cl)F 2,6-dichloro-3-formylfluorobenzene